4-(6-chloro-8-fluoro-7-(2-fluoro-6-((4-methoxybenzyl)oxy)phenyl)-3-nitroquinolin-4-yl)-5-(hydroxymethyl)-3,6-dihydropyridine-1(2H)-carboxylic acid tert-butyl ester C(C)(C)(C)OC(=O)N1CCC(=C(C1)CO)C1=C(C=NC2=C(C(=C(C=C12)Cl)C1=C(C=CC=C1OCC1=CC=C(C=C1)OC)F)F)[N+](=O)[O-]